C(CCCCCCC)(=O)NCC(=O)O N-octanoyl-glycine